COC1=NC=C(C=C1CN1C(OCC1)=O)B1OC(C(O1)(C)C)(C)C 3-[[2-Methoxy-5-(4,4,5,5-tetramethyl-1,3,2-dioxaborolan-2-yl)-3-pyridyl]methyl]oxazolidin-2-one